CN1CCC(CC1)OC1=CC(=NC(=C1)N[C@@H]1CNCCC1)NC=1SC(=CN1)C (S)-4-((1-methylpiperidin-4-yl)oxy)-N2-(5-methylthiazol-2-yl)-N6-(piperidin-3-yl)pyridin-2,6-diamine